CC1(OB(OC1(C)C)C=1C=NN(C1)C1C(CC1)O)C 2-(4-(4,4,5,5-tetramethyl-1,3,2-dioxaborolan-2-yl)-1H-pyrazol-1-yl)cyclobutan-1-ol